C(C)(C)(C)C=1C=C(N(N1)C=1C=NC(=CC1)C)NC(OCC(Cl)(Cl)Cl)=O 2,2,2-trichloroethyl N-[5-tert-butyl-2-(6-methyl-3-pyridyl)pyrazol-3-yl]carbamate